Bis(2,2,6,6-tetramethyl-4-piperidyl) toluene-2,4-dicarbamate CC=1C(=CC(=CC1)NC(=O)OC1CC(NC(C1)(C)C)(C)C)NC(=O)OC1CC(NC(C1)(C)C)(C)C